1,1-bis(4-hydroxy-3-phenylphenyl)cyclododecane OC1=C(C=C(C=C1)C1(CCCCCCCCCCC1)C1=CC(=C(C=C1)O)C1=CC=CC=C1)C1=CC=CC=C1